BrC=1C=CC(=C2C(=NN(C12)C)CS(=O)(=O)NCC1=CC=C(C=C1)OC)Cl (7-Bromo-4-chloro-1-methyl-1H-indazol-3-yl)-N-(4-methoxybenzyl)methanesulfonamide